N-(4-chloro-3-fluorophenyl)-4-(5-hydroxy-5-(1-methyl-3-(2-oxopropoxy)-1H-pyrazol-5-yl)-1,3a,4,5,6,6a-hexahydropentalen-2-yl)-1-methyl-1H-imidazole-5-carboxamide ClC1=C(C=C(C=C1)NC(=O)C1=C(N=CN1C)C=1CC2CC(CC2C1)(C1=CC(=NN1C)OCC(C)=O)O)F